4-((5-chloro-7-(2-((3-ethyl-4-methoxy-2,6-dioxo-3,6-dihydropyrimidin-1(2H)-yl)methyl)thieno[3,2-b]pyridin-7-yl)-1H-indol-1-yl)methyl)piperidine-4-carbonitrile ClC=1C=C2C=CN(C2=C(C1)C1=C2C(=NC=C1)C=C(S2)CN2C(N(C(=CC2=O)OC)CC)=O)CC2(CCNCC2)C#N